(S)-N-(4-(6-((2S,6R)-2,6-dimethylmorpholino)pyridin-2-yl)thiazol-2-yl)-1-(5-methyl-1-(methylsulfonyl)-1H-pyrrole-3-carbonyl)azetidine-2-carboxamide C[C@@H]1O[C@@H](CN(C1)C1=CC=CC(=N1)C=1N=C(SC1)NC(=O)[C@H]1N(CC1)C(=O)C1=CN(C(=C1)C)S(=O)(=O)C)C